1-(3-chlorophenyl)-3-[5-fluoro-2-(2-hydroxyethyl)phenyl]urea ClC=1C=C(C=CC1)NC(=O)NC1=C(C=CC(=C1)F)CCO